mono-t-butylcresol C(C)(C)(C)C1=C(C(=CC=C1)O)C